C(C)(C)C1=C(NC2=CC=C(C=C12)C1CCN(CC1)C1COC1)C=1N=C(C(N(C1)C)=O)C 5-(3-isopropyl-5-(1-(oxetan-3-yl)piperidin-4-yl)-1H-indol-2-yl)-1,3-dimethylpyrazin-2(1H)-one